CC(C=O)(CCC)C 2,2-Dimethylpentanal